CC1(OB(OC1(C)C)C1=CC=C(NC23C(NC(C(C2)C3)=O)=O)C=C1)C 1-[4-(4,4,5,5-tetramethyl-1,3,2-dioxaborolan-2-yl)anilino]-3-azabicyclo[3.1.1]heptane-2,4-dione